6-(cyclopropylethynyl)pyridine-3-carbaldehyde C1(CC1)C#CC1=CC=C(C=N1)C=O